N-(3-(triethoxysilyl)propyl)methacrylamide C(C)O[Si](CCCNC(C(=C)C)=O)(OCC)OCC